1,4-bis(3,4-dicarboxyltrifluorophenoxy)tetrafluorobiphenyl C(=O)(O)C=1C(=C(OC2(C(C(=C(C(=C2F)F)OC2=C(C(=C(C(=C2F)F)C(=O)O)C(=O)O)F)F)F)C2=CC=CC=C2)C(=C(C1C(=O)O)F)F)F